C(CCC)(=O)OOC1=C2C(N(C(C2=CC=C1)=O)C1C(NC(CC1)=O)=O)C(C)(C)C tert-butyl-((2-(2,6-dioxopiperidin-3-yl)-1-oxoisoindolin-4-yl) oxy) butyrate